C(CCCCCCCCCCCC)(=O)OC[C@@H](OC(CCCCCCCCCCCC)=O)COP(=O)(O)OCCN 1,2-ditridecyloyl-sn-glycero-3-phosphoethanolamine